2-(4-methylsulfonylphenyl)acetonitrile CS(=O)(=O)C1=CC=C(C=C1)CC#N